2-bromo-1-(4-bromo-5-methoxythiophen-2-yl)ethan-1-one BrCC(=O)C=1SC(=C(C1)Br)OC